N-methyl-butylpyrrolidine bis(trifluoromethanesulfonyl)imide salt [N-](S(=O)(=O)C(F)(F)F)S(=O)(=O)C(F)(F)F.CN1C(CCC1)CCCC